CNCCOCC=O 2-(2-(methylamino)ethoxy)ethan-1-one